[1,3-bis(benzyloxy)propan-2-yl]oxy-4-bromo-6-oxopyran-2-carboxylate C(C1=CC=CC=C1)OCC(COCC1=CC=CC=C1)OC1=C(OC(C=C1Br)=O)C(=O)[O-]